CCC1=NN=CN1C1CCCCC1 Hexazole